C(C1=CC=CC=C1)OC1=NC(=CC=C1NCC1=C(C(=O)OC)C=C(C(=C1)Br)F)OCC1=CC=CC=C1 Methyl 2-(((2,6-bis(benzyloxy) pyridin-3-yl) amino) methyl)-4-bromo-5-fluorobenzoate